Cl.NC(CO)CC1=C(C=C(C=C1)C)Cl 2-amino-3-(2-chloro-4-methylphenyl)propan-1-ol hydrochloride